C(C1=CC=CC=C1)OC(NC1=CC=CC(=C1)C(F)(F)F)=O 5-trifluoromethyl-(phenyl)carbamic acid benzyl ester